methyl (Z)-2-fluoro-3-(7-fluoro-1-(tetrahydro-2H-pyran-2-yl)-1H-indazol-6-yl)acrylate F\C(\C(=O)OC)=C/C1=CC=C2C=NN(C2=C1F)C1OCCCC1